2-((2s,4R)-4-methyl-2-phenylpiperidin-1-yl)-N-((R,Z)-4-(methylsulfonyl)but-3-en-2-yl)acetamide C[C@H]1C[C@H](N(CC1)CC(=O)N[C@H](C)\C=C/S(=O)(=O)C)C1=CC=CC=C1